1-[(4-benzoylphenylsulfanyl)phenyl]-2-methyl-2-(4-methylphenylsulfonyl)propan-1-one C(C1=CC=CC=C1)(=O)C1=CC=C(C=C1)SC1=C(C=CC=C1)C(C(C)(S(=O)(=O)C1=CC=C(C=C1)C)C)=O